COC1=NC2=CC=C(C=C2C=C1)CC(=O)C1NCCC(C1)N1C(NC2=C1C(=CC=C2)C(F)(F)F)=O 1-(2-(2-(2-methoxyquinolin-6-yl)acetyl)piperidin-4-yl)-7-(trifluoromethyl)-1,3-dihydro-2H-benzo[d]Imidazol-2-one